COC=1C(=CC2=CN(N=C2C1)CCOC)C(=O)O 6-methoxy-2-(2-methoxyethyl)-2H-indazole-5-carboxylic acid